2,2'-dihydroxy-4,4'-di-isopropoxybenzophenone OC1=C(C(=O)C2=C(C=C(C=C2)OC(C)C)O)C=CC(=C1)OC(C)C